F\C(=C/CN)\C(S(=O)(=O)C1=CC(=CC=C1)S(=O)(=O)C)(F)F (Z)-3,4,4-trifluoro-4-((3-(methylsulfonyl)phenyl)sulfonyl)but-2-en-1-amine